(R)-3-((2-(tert-butoxy)-2-oxoethyl)thio)-2-((tert-butoxycarbonyl)amino)-3-methylbutanoic acid C(C)(C)(C)OC(CSC([C@@H](C(=O)O)NC(=O)OC(C)(C)C)(C)C)=O